ClC1=CC=C2C(N(C=3N(C2=C1)C(SC3)=S)C3=C(C=CC(=C3)OC)OC)=O 8-chloro-N-(2,5-dimethoxyphenyl)-5-oxo-1-thioxo-4,5-dihydro-1H-thiazolo[3,4-a]quinazoline